C(C)(C)(C)OC(=O)N[C@H](C(=O)O)CC1=CC=C(C=C1)C=1C(=NC=CC1)NC(=O)OC(C)(C)C (S)-2-((tert-butoxycarbonyl)amino)-3-(4-(2-((tert-butoxycarbonyl)amino)pyridin-3-yl)phenyl)propanoic acid